(1S,3R,4S,5S)-3-((5-chloro-4-(4-fluoro-2-(2-hydroxypropan-2-yl)-1-isopropyl-1H-benzo[d]imidazol-6-yl)pyrimidin-2-yl)amino)-8-(cyclopentylsulfonyl)-6-oxa-8-azabicyclo[3.2.1]octan-4-ol ClC=1C(=NC(=NC1)N[C@@H]1C[C@H]2CO[C@@H]([C@H]1O)N2S(=O)(=O)C2CCCC2)C=2C=C(C1=C(N(C(=N1)C(C)(C)O)C(C)C)C2)F